N1=C(C=CC(=C1)C(=O)NN)C(=O)NN pyridine-2,5-dicarboxylic dihydrazide